maleic acid mono-2-hydroxypropyl ester OC(COC(\C=C/C(=O)O)=O)C